C1=C(C=C(C=C1O)OC2=C(C=C(C3=C2OC4=C(C=C(C(=C4O3)C5=C6C(=C(C=C5O)O)OC7=C(O6)C(=CC(=C7OC8=CC(=CC(=C8)O)O)O)O)O)O)O)O)O The molecule is a phlorotanin that is 1,1'-bioxanthrene substituted by 3,5-dihydroxyphenoxy groups at position 6 and 6' and hydroxy groups at positions 2, 2', 4, 4', 7, 7', 9 and 9' respectively. It is isolated from an edible marine brown alga Ecklonia cava and exhibits antioxidant activity. It has a role as a metabolite, a radical scavenger and an anti-HIV-1 agent. It is a phlorotannin, an aromatic ether and an oxacycle. It derives from a phloroglucinol.